O(C1=CC=CC=C1)C1CN(C1)C(=O)C1=CNC=2N=CN=C(C21)NC2CN(CC2)C(C#CC)=O 1-(3-((5-(3-phenoxyazetidine-1-carbonyl)-7H-pyrrolo[2,3-d]pyrimidin-4-yl)amino)pyrrolidin-1-yl)but-2-yn-1-one